C(CCCCCC)N(C1=CC=CC2=CC=CC=C12)C1=CC=CC=C1 heptylphenyl-α-naphthylamine